N=1N(N=CC1)C1=CC(=C2C=CC=NC2=C1)C1(CC1)NC(C1=C(C=CC(=C1)OC[C@H]1NCC1)C)=O (S)-N-(1-(7-(2H-1,2,3-Triazol-2-yl)quinolin-5-yl)cyclopropyl)-5-(azetidin-2-ylmethoxy)-2-methylbenzamide